C(C)ONC(C1=CN=C(C=C1NC1=C(C=CC=C1)S(=O)(=O)C)NC1=NC(=CC=C1)F)=O n-ethoxy-6-((6-fluoropyridin-2-yl)amino)-4-((2-(methylsulfonyl)phenyl)amino)nicotinamide